C(C1=CC=CC=C1)OC(=O)N[C@@H](CCC(O)=O)C(=O)N[C@@H](CC(=O)N)C(=O)NCCCN(C(CO)=O)[C@H](C(C)(C)C)C=1N(C=C(C1)C1=C(C=CC(=C1)F)F)CC1=CC=CC=C1 N-[(benzyloxy)carbonyl]-L-alpha-glutamyl-N1-{3-[{(1R)-1-[1-benzyl-4-(2,5-difluorophenyl)-1H-pyrrol-2-yl]-2,2-dimethylpropyl}(hydroxyacetyl)amino]propyl}-L-aspartamide